7-{3-[1-(cyclohexylmethyl)-1H-pyrazol-4-yl]pyridin-2-yl}quinoline C1(CCCCC1)CN1N=CC(=C1)C=1C(=NC=CC1)C1=CC=C2C=CC=NC2=C1